COC(C[PH2]=O)C 2-methoxypropylphosphine oxide